FC(C1=CC=C(C=C1)N1N=NC(=C1COC1=CC=C(N=N1)N1[C@@H](CNCC1)C(=O)O)C)F (S)-1-(6-((1-(4-(difluoromethyl)phenyl)-4-methyl-1H-1,2,3-triazol-5-yl)methoxy)pyridazin-3-yl)piperazine-2-carboxylic acid